bis(2-chloro-2-propyl)benzene ClC(C)(C)C1=C(C=CC=C1)C(C)(C)Cl